methyl 2-hydroxyacetate OCC(=O)OC